C(=O)(O)CC1=CC=C(C(=C1C(=O)O)O)O 6-(carboxymethyl)-2,3-dihydroxybenzoic acid